CN1N=CC(=C1)C1=NN2C(=NC=3C=CC=C(C3C2=N1)C(F)(F)F)N[C@H]1C(NCCNC1)=O (6R)-6-{[2-(1-methyl-1H-pyrazol-4-yl)-10-(trifluoromethyl)[1,2,4]triazolo[1,5-c]quinazolin-5-yl]amino}-1,4-diazepan-5-one